6-bromo-N3-((1-methoxycyclopropyl)methyl)pyridine-3,4-diamine BrC1=CC(=C(C=N1)NCC1(CC1)OC)N